ClC=1C=C2C(=C3C1NC(NC31CCCCC1)=O)OC(=N2)CN2CC(C2)(C)OC 5-chloro-2-[(3-methoxy-3-methylazetidin-1-yl)methyl]-7,8-dihydro-6H-spiro[[1,3]oxazolo[5,4-f]quinazoline-9,1'-cyclohexane]-7-one